Cl.COP(=O)(O)O.BrC1=NC=C(C=C1)C=1C2=CC=CC=C2C(=C2C=CC=CC12)C1=CC=2C(C3=CC=CC=C3C2C=C1)(C)C 2-bromo-5-(10-(9,9-dimethyl-9H-fluoren-2-yl)anthracen-9-yl)pyridine methyl-dihydrogenphosphate hydrochloride